ClCC(CN1C(NC(C1=O)(C)C)=O)O 3-(3-chloro-2-hydroxypropyl)-5,5-dimethylhydantoin